ethyl (2-cyano-2-(2-(3,5-dichloro-4-((4'-fluoro-2'-oxospiro[cyclopropane-1,3'-indolin]-5'-yl)oxy)phenyl)hydrazineylidene)acetyl)carbamate C(#N)C(C(=O)NC(OCC)=O)=NNC1=CC(=C(C(=C1)Cl)OC=1C(=C2C3(C(NC2=CC1)=O)CC3)F)Cl